(2S,3R)-3-[(4R)-4-ethyl-2-imino-4-methyl-6-oxo-hexahydropyrimidin-1-yl]-N-[(3S,4R)-3-hydroxy-2,2-dimethyl-chroman-4-yl]-2-methyl-indane-5-carboxamide C(C)[C@]1(NC(N(C(C1)=O)[C@@H]1[C@H](CC2=CC=C(C=C12)C(=O)N[C@H]1[C@@H](C(OC2=CC=CC=C12)(C)C)O)C)=N)C